(E)-N-(3'-(1-((5-cyclopropyl-1H-pyrazol-3-yl)amino)-1-oxobutan-2-yl)-3-fluoro-[1,1'-biphenyl]-4-yl)-4-(dimethylamino)but-2-enamide C1(CC1)C1=CC(=NN1)NC(C(CC)C=1C=C(C=CC1)C1=CC(=C(C=C1)NC(\C=C\CN(C)C)=O)F)=O